N-[[6-(2-Chloro-5-fluorophenoxy)-2-pyridyl]sulfonyl]-2-(2,2,4-trimethylpyrrolidin-1-yl)pyridin-3-carboxamid ClC1=C(OC2=CC=CC(=N2)S(=O)(=O)NC(=O)C=2C(=NC=CC2)N2C(CC(C2)C)(C)C)C=C(C=C1)F